1-(bromomethyl)-4,5-di-methoxy-2-nitrobenzene BrCC1=C(C=C(C(=C1)OC)OC)[N+](=O)[O-]